N[C@H]1CS(C2=C(N(C1=O)CC1=CC=C(C=C1)Cl)C=C(C(=C2)F)C=2OC(=NN2)C2=NC=C(C=C2)F)(=O)=O (3R)-3-amino-5-[(4-chlorophenyl)methyl]-8-fluoro-7-[5-(5-fluoro-2-pyridyl)-1,3,4-oxa-diazol-2-yl]-1,1-dioxo-2,3-dihydro-1λ6,5-benzothiazepin-4-one